N-(4-Cyano-2-fluorophenyl)-7-methyl-1,8-dihydropyrrolo[3,2-g]indole-3-sulfonamide C(#N)C1=CC(=C(C=C1)NS(=O)(=O)C1=CNC2=C1C=CC=1C=C(NC21)C)F